C(C)(C)(C)OC([C@@H](CC1=C(C(=CC=C1)CO)F)[C@@H]1CN(CC1)C(=O)OC(C)(C)C)=O (R)-tert-butyl 3-((S)-1-(tert-butoxy)-3-(2-fluoro-3-(hydroxymethyl)phenyl)-1-oxopropan-2-yl)pyrrolidine-1-carboxylate